(4aR,8aS)-6-[3-[[4-Methyl-2-(trifluoromethyl)phenyl]methoxy]azetidine-1-carbonyl]-4,4a,5,7,8,8a-hexahydropyrido[4,3-b][1,4]oxazin-3-one CC1=CC(=C(C=C1)COC1CN(C1)C(=O)N1C[C@@H]2[C@@H](OCC(N2)=O)CC1)C(F)(F)F